O=C1NC(CCC1N1C(N(C2=C1C=CC=C2CCCCCCCN2N=CC(=C2)CC(=O)OC(C)(C)C)C)=O)=O tert-butyl 2-[1-[7-[1-(2,6-dioxo-3-piperidyl)-3-methyl-2-oxo-benzimidazol-4-yl]heptyl]pyrazol-4-yl]acetate